P(=O)(OOC(CCCCCCCCCCCCCCC)CC)([O-])[O-] ethylhexadecyloxy phosphate